4-[(tert-butyldiphenylsilyl)oxy]-3-(4-iodopiperidin-1-yl)oxolane-3-carbonitrile [Si](C1=CC=CC=C1)(C1=CC=CC=C1)(C(C)(C)C)OC1C(COC1)(C#N)N1CCC(CC1)I